ClC1=NC=CC(=N1)NC1=CC(=NO1)C1=CC=C(C=C1)O 4-(5-((2-Chloropyrimidin-4-yl)amino)isoxazol-3-yl)phenol